ClC1=NC(=CC(=C1)C(C1C2CCCC12)(F)F)Cl 6-[(2,6-dichloro-4-pyridyl)-difluoro-methyl]bicyclo[3.1.0]hexane